CC=1NC=C(C1C(=O)OCC(CCCC)CC)C 2-ethylhexyl 2,4-dimethyl-1H-pyrrole-3-carboxylate